C[C@@H]1CC2=C(C=CC(=C2)O)[C@@H]3[C@@H]1[C@@H]4CC[C@@H]([C@]4(CC3)C)O 7α-methylestradiol